C(C)(=O)N1CC(C1)C1C(N(CC(N1CC1=CC=C(C=C1)Cl)=O)C1=NC=C(C=C1F)Cl)=O 3-(1-acetylazetidin-3-yl)-1-(5-chloro-3-fluoropyridin-2-yl)-4-(4-chlorobenzyl)piperazine-2,5-dione